C1(=CC=CC=C1)P(=O)(C1=C(C=C(C=C1)OC)S(=O)(=O)F)C1=CC=CC=C1 2-(diphenylphosphinyl)-5-methoxybenzenesulfonyl fluoride